(phenyl)methanone hydrochloride salt Cl.C1(=CC=CC=C1)C=O